7-(4-(3,3-Dimethylazetidin-1-yl)-6-fluoropyridin-2-yl)-5,6,7,8-tetrahydro-2,7-naphthyridine-3-carboxylic acid ethyl ester C(C)OC(=O)C=1N=CC=2CN(CCC2C1)C1=NC(=CC(=C1)N1CC(C1)(C)C)F